C(C1=CC=CC=C1)(=O)CC(C1=CC=CC=C1)=O dibenzoyl-methane